4-Methoxy-2-[4-(1-methyl-6-oxo-4-phenyl-1,6-dihydro-pyridin-3-yl)-pyrazol-1-yl]-benzonitrile COC1=CC(=C(C#N)C=C1)N1N=CC(=C1)C1=CN(C(C=C1C1=CC=CC=C1)=O)C